5-(3-chloro-4-(2-chloro-3-(5-((((R)-2-hydroxypropyl)amino)methyl)-6-methoxypyridin-2-yl)phenyl)pyridin-2-yl)-2-(2-((((S)-5-oxopyrrolidin-2-yl)methyl)amino)ethyl)isoindolin-1-one ClC=1C(=NC=CC1C1=C(C(=CC=C1)C1=NC(=C(C=C1)CNC[C@@H](C)O)OC)Cl)C=1C=C2CN(C(C2=CC1)=O)CCNC[C@H]1NC(CC1)=O